C(CCCCCCCCCCCCCCC)C(C(=O)N)CC(=O)O hexadecyl-succinic acid amide